O=C1CCOC(CCCO1)=O 4,9-dioxo-1,5-dioxonan